ClC1=C(C=C(C=C1C(=O)N1[C@@H](C=2C(CC1)=C(N(N2)C)C2=CC(=CC(=C2)CP(=O)(=O)C)F)C)F)C=2C=C(NC2)C#N 4-[2-chloro-5-fluoro-3-[(7R)-3-[3-fluoro-5-[[methyl(dioxo)-λ6-phosphanyl]methyl]phenyl]-2,7-dimethyl-5,7-dihydro-4H-pyrazolo[3,4-c]pyridine-6-carbonyl]phenyl]-1H-pyrrole-2-carbonitrile